C12OCC(N(C1)C1=CC(=C(C(=O)N[C@H](C(=O)O)CC3=CC=C(C=C3)N3C(C4(C5=CC=CC(=C35)Cl)CC4)=O)C(=C1)Cl)Cl)C2 (2S)-2-(4-(2-oxa-5-azabicyclo[2.2.1]heptan-5-yl)-2,6-dichlorobenzamido)-3-(4-(7'-chloro-2'-oxospiro[cyclopropane-1,3'-indolin]-1'-yl)phenyl)propanoic acid